3-(1H-[1,2,3]Triazolo[4,5-b]pyridin-5-yl)-N-(1-phenethyl-1H-pyrazol-4-yl)benzamide N1N=NC2=NC(=CC=C21)C=2C=C(C(=O)NC=1C=NN(C1)CCC1=CC=CC=C1)C=CC2